1-ethylphenanthrene C(C)C1=CC=CC=2C3=CC=CC=C3C=CC12